COC1=CC=C2C(=N1)C(=CN2)C(=O)O 5-methoxy-1H-pyrrolo[3,2-b]pyridine-3-carboxylic acid